4-benzyloxy-3-(2-ethylselenoethyl)indole C(C1=CC=CC=C1)OC1=C2C(=CNC2=CC=C1)CC[Se]CC